COC=1C=C(COC(C2=CC(=C(C=C2)OC(C(=C)C)=O)OC)=O)C=CC1 4-(methacryloyloxy)-3-methoxybenzoic acid-3-methoxybenzyl ester